diglycidyl 2,3,5,6-tetrachloroterephthalate ClC1=C(C(=O)OCC2CO2)C(=C(C(=C1Cl)C(=O)OCC1CO1)Cl)Cl